C(C)OC=1C=C2C(=C(C(N(C2=CC1)C)=O)C#N)N1CCC(CC1)C=1OC2=C(N1)C=C(C=C2)C 6-ethoxy-1-methyl-4-[4-(5-methyl-1,3-benzooxazol-2-yl)piperidin-1-yl]-2-oxo-1,2-dihydroquinolin-3-carbonitrile